C(C)(C)(C)C1=C(OC(C(=O)N)C)C=CC=C1 2-(2-(tert-butyl)phenoxy)propanamide